C(C(C)C)(=O)O[C@@H]1[C@H](O[C@H](C1(F)F)N1C(N=C(C=C1)NP1(OCCC(O1)C1=CC(=CC=C1)Cl)=O)=O)COC(C(C)C)=O (2R,3R,5R)-5-(4-((4-(3-Chlorophenyl)-2-oxido-1,3,2-dioxaphosphinan-2-yl)amino)-2-oxopyrimidin-1(2H)-yl)-4,4-difluoro-2-((isobutyryloxy)methyl)tetrahydrofuran-3-yl isobutyrat